OCCS(=O)(=O)CC(CCCC(C([2H])([2H])[2H])(C(=O)NNC)C=1C=C(CC2(CC2)C(=O)OC)C=CC1)(C)C methyl 1-(3-(7-((2-hydroxyethyl)sulfonyl)-6,6-dimethyl-2-(2-methylhydrazine-1-carbonyl)heptan-2-yl-1,1,1-d3)benzyl)cyclopropane-1-carboxylate